ClC1=CC=C2C(=NC(N(C2=C1)C1=CC(=CC(=C1)O)F)=O)NC 7-Chloro-1-(3-fluoro-5-hydroxyphenyl)-4-(methylamino)quinazolin-2(1H)-one